estradiol-d5 [2H]C1=CC2=C(CC[C@@H]3[C@@H]2CC[C@]4([C@H]3CC([C@]4([2H])O)([2H])[2H])C)C(=C1O)[2H]